(difluoromethyl-mercapto)pyridine FC(F)SC1=NC=CC=C1